Cl.C[C@@H]1CN(C[C@@H](N1)C)C1=NC=C(C(=N1)OCC)C(=O)NC=1C=C(C=2N(C1)C=C(N2)C)F 2-[(3R,5S)-3,5-dimethylpiperazin-1-yl]-4-ethoxy-N-{8-fluoro-2-methylimidazo[1,2-a]pyridin-6-yl}pyrimidine-5-carboxamide hydrochloride